2-(2,6-dimethoxyphenyl)-1-methyl-1H-pyrrolo[2,3-c]pyridin-5-amine COC1=C(C(=CC=C1)OC)C1=CC=2C(=CN=C(C2)N)N1C